COC1=CC=C(C=C1)CNC1=NC(=NC=2N1N=CC2C2=CN=NC=C2)N2CCOCC2 N-[(4-methoxyphenyl)methyl]-2-(morpholin-4-yl)-8-(pyridazin-4-yl)pyrazolo[1,5-a][1,3,5]triazin-4-amine